6-bromo-5-fluoro-pyridine-3-carbaldehyde BrC1=C(C=C(C=N1)C=O)F